C(#N)[C@H]1N(CCC1)C(CNC(=O)C1=CC=NC2=CC=C(C=C12)I)=O (S)-N-(2-(2-cyanopyrrolidin-1-yl)-2-oxoethyl)-6-iodoquinoline-4-carboxamide